IC1=CC(=NC(=C1)N1CCOCC1)NC(CO)(C)C 2-[[4-iodo-6-(morpholin-4-yl)pyridin-2-yl]amino]-2-methylpropan-1-ol